CN1N=NC2=C1C=CC(=C2C)C(CC(=O)OCC)C=2C=C(C1=C(C=CS1)C2)CN2C[C@H](OC1=C([C@H]2C)N=CC=C1)CC ethyl 3-(1,4-dimethyl-1H-benzotriazol-5-yl)-3-(7-{[(2R,5R)-2-ethyl-5-methyl-2,3-dihydropyrido[2,3-f][1,4]oxazepin-4(5H)-yl]methyl}-1-benzothiophen-5-yl)propanoate